(2-(methylsulfonylamino)phenyl)boronic acid CS(=O)(=O)NC1=C(C=CC=C1)B(O)O